5-amino-1-((1s,3s)-3-hydroxy-3-methylcyclobutyl)-3-(2-phenylquinazolin-7-yl)-1H-pyrazole-4-carboxamide NC1=C(C(=NN1C1CC(C1)(C)O)C1=CC=C2C=NC(=NC2=C1)C1=CC=CC=C1)C(=O)N